CC1(OB(OC1(C)C)C1=CC=C(C=N1)CC(=O)O)C (6-(4,4,5,5-tetramethyl-1,3,2-dioxaborolan-2-yl)pyridin-3-yl)acetic acid